C1(CC1)C=1C(=NSC1C(=O)NC1=CC(=NC=C1)C(F)(F)F)C=1C=NC=C(C1)F 4-CYCLOPROPYL-3-(5-FLUOROPYRIDIN-3-YL)-N-(2-(TRIFLUOROMETHYL)PYRIDIN-4-YL)ISOTHIAZOLE-5-CARBOXAMIDE